ClC1=CC=CC(=N1)C1CCN(CC1)COC(=O)C=1C=CC2=C(N(C=N2)CC2OCC2)C1.NCC(=O)NC1=C(C=CC=C1)SC1=CC(=CC=C1)F 2-amino-N-(2-((3-fluorophenyl)thio)phenyl)acetamide ((4-(6-chloropyridin-2-yl)piperidin-1-yl)methyl)-1-(oxetan-2-ylmethyl)-1H-benzo[d]imidazole-6-carboxylate